C1(CCCCC1)CCC(=O)OC(CSCCCCCC(CCCCCSCC(CCCCCC)OC(CCC1CCCCC1)=O)N(C)CCOCCO)CCCCCC ((6-((2-(2-Hydroxyethoxy)ethyl)(methyl)amino)undecane-1,11-diyl)bis(sulfane-diyl))bis(octane-1,2-diyl) bis(3-cyclohexylpropanoate)